(2-{4-[(4-chlorobenzenesulfonyl)oxy]-1H-indol-3-yl}ethyl)dipropylazanium chloride [Cl-].ClC1=CC=C(C=C1)S(=O)(=O)OC1=C2C(=CNC2=CC=C1)CC[NH+](CCC)CCC